benzyl (S)-3-benzyl-2-(6-(4-(benzyloxy)-2-ethylphenyl)-1H-indazol-3-yl)-4,5,6,7-tetrahydro-3H-imidazo[4,5-c]pyridine-6-carboxylate, hydrochloride Cl.C(C1=CC=CC=C1)N1C(=NC2=C1CN[C@@H](C2)C(=O)OCC2=CC=CC=C2)C2=NNC1=CC(=CC=C21)C2=C(C=C(C=C2)OCC2=CC=CC=C2)CC